3-(4-methoxyphenyl)-6-methylene-5,6-dihydro[1,3]thiazolo[2,3-c][1,2,4]triazol COC1=CC=C(C=C1)C=1N2C(=NN1)SC(C2)=C